BrCCC1=C(C(=C(C=C1)O)CC)CC 4-(2-bromoethyl)-2,3-diethylphenol